3-((2-chloro-5-(1-methyl-5-(trifluoromethyl)-1H-pyrazol-3-yl)pyridin-4-yl)amino)-2,2-dimethylpropan-1-ol ClC1=NC=C(C(=C1)NCC(CO)(C)C)C1=NN(C(=C1)C(F)(F)F)C